ClC=1N=C(C2=C(N1)N(C=C2C2=NN(C=C2)C)[C@@H]2C[C@@H]([C@H]1OC(O[C@H]12)(C)C)C1=CC(=CC=C1)OC)N 2-chloro-7-((3aS,4R,6R,6aR)-6-(3-methoxyphenyl)-2,2-dimethyltetrahydro-4H-cyclopenta[d][1,3]dioxol-4-yl)-5-(1-methyl-1H-pyrazol-3-yl)-7H-pyrrolo[2,3-d]pyrimidin-4-amine